ClC1=NC(=CC=C1C(=O)NS(=O)(=O)C=1C=CC(=NC1)OCCCCC1CC(N(C1)C(=O)OC(C)(C)C)(C)C)N1N=C(C=C1)OCCC1(CC1)C(F)(F)F tert-Butyl 4-[4-[[5-[[2-chloro-6-[3-[2-[1-(trifluoromethyl)cyclopropyl] ethoxy]pyrazol-1-yl]pyridine-3-carbonyl]sulfamoyl]-2-pyridyl]oxy]butyl]-2,2-dimethyl-pyrrolidine-1-carboxylate